C[C@H]1N(CCOC1)C1=NC2=C(N=CC=C2C(=C1)S(=O)(=O)C)C1=CC=NN1C1OCCCC1 2-[(3R)-3-methylmorpholin-4-yl]-4-(methylsulfonyl)-8-[1-(tetrahydro-2H-pyran-2-yl)-1H-pyrazol-5-yl]-1,7-naphthyridine